CN1C(N(C=2N=C(N(C2C1=O)C)S(=O)(=O)CC1=CC2=CC=CC=C2C=C1)C)=O 1,3,7-trimethyl-8-(naphthalen-2-ylmethyl-sulfonyl)-1H-purine-2,6(3H,7H)-dione